1,3-bis-(2-methyl-3-hydroxypropyl)-1,1,3,3-tetramethyldisiloxane CC(C[Si](O[Si](C)(C)CC(CO)C)(C)C)CO